Methyl 5-amino-7-(4-(trifluoromethoxy)phenyl)-2,3-dihydrobenzofuran-4-carboxylate NC1=CC(=C2C(CCO2)=C1C(=O)OC)C1=CC=C(C=C1)OC(F)(F)F